2-bromo-4-(2,3,4-trifluorophenyl)-5,6-dihydroimidazo[1,2-b][1,2,4]triazole BrC=1N=C2N(N1)CCN2C2=C(C(=C(C=C2)F)F)F